CC1=NNC(=C1C1=CC=C2CC3(C(NC2=C1)=O)CN(CC3)C#N)C 7'-(3,5-Dimethyl-1H-pyrazol-4-yl)-2'-oxo-1',4'-dihydro-2'H-spiro[pyrrolidine-3,3'-quinoline]-1-carbonitrile